NC=1C(N(C=CC1)CC1=NC2=C(N1C(=O)OC(C)(C)C)C=CC=C2)=O tert-butyl 2-((3-amino-2-oxopyridin-1(2H)-yl) methyl)-1H-benzo[d]imidazole-1-carboxylate